(7-Cyclohexylbenzo[d]isoxazol-3-yl)-5-ethyl-2-methoxybenzenesulfonamide C1(CCCCC1)C1=CC=CC=2C(=NOC21)C=2C(=C(C=C(C2)CC)S(=O)(=O)N)OC